D-prolinol hydrochloride Cl.N1[C@H](CCC1)CO